C1(=CC=CC=C1)C=1C=CC=C2C=3C=C4C(CC3NC12)=CC1=CC=CC=C14 4-phenyl-5H-indeno[2,1-b]carbazole